Cl.O1CC=C(C=C1)N Pyran-4-amine hydrochloride